(1S,2S)-N-(5-(5-chloro-7-((1-cyanoethyl)amino)-6-fluoro-1H-indazol-4-yl)pyrazolo[1,5-a]pyridin-2-yl)-2-fluorocyclopropane-1-carboxamide ClC=1C(=C2C=NNC2=C(C1F)NC(C)C#N)C1=CC=2N(C=C1)N=C(C2)NC(=O)[C@H]2[C@H](C2)F